O=C1NC(CCC1N1C(C2=CC=C(C=C2C1=O)N1CCC(CC1)OCCO)=O)=O 2-(2,6-dioxo-3-piperidyl)-5-[4-(2-hydroxyethoxy)-1-piperidyl]isoindoline-1,3-dione